2,6-Difluoro-3-(1-isopropyl-6-(7-oxa-4-azaspiro[2.5]octan-4-yl)-1H-pyrazolo[4,3-c]pyridin-3-yl)-5-(trifluoromethyl)phenol FC1=C(C(=C(C=C1C1=NN(C2=C1C=NC(=C2)N2C1(CC1)COCC2)C(C)C)C(F)(F)F)F)O